OC1=C(C(=C(C=C1C)C(C1=CC=CC=C1)C1=C(C(=C(C(=C1)C)O)C)C)C)C bis(4-hydroxy-2,3,5-trimethylphenyl)phenylmethane